4-[2-(2-cyclopropyl-5-piperazin-1-yl-pentoxy)-5-ethylsulfonyl-phenyl]-6-methyl-1H-pyrrolo[2,3-c]pyridin-7-one C1(CC1)C(COC1=C(C=C(C=C1)S(=O)(=O)CC)C=1C2=C(C(N(C1)C)=O)NC=C2)CCCN2CCNCC2